(4-(4-fluoro-1H-indol-3-yl)thiophen-2-yl)-5-oxopentanoic acid FC1=C2C(=CNC2=CC=C1)C=1C=C(SC1)C(C(=O)O)CCC=O